1-(2-bromo-4-(phenyl-(tetrahydro-2H-pyran-4-yl)methyl)-4H-thieno[2',3':4,5]pyrrolo[3,2-b]pyridin-6-yl)ethan-1-one BrC1=CC2=C(C3=NC=C(C=C3N2C(C2CCOCC2)C2=CC=CC=C2)C(C)=O)S1